CS(=O)(=O)C1(CC1)C1=NC(=NO1)C(=O)N 5-(1-methanesulfonylcyclopropyl)-1,2,4-oxadiazole-3-carboxamide